ClC=1C=CC2=C(OC3=C2C=CC=C3)C1N1C3=CC=CC=C3C=3C=CC=CC13 9-(3-chlorodibenzo[b,d]furan-4-yl)-9H-carbazole